BrC=1C(=C(C=C(C1)Br)C1=C(C(=CC(=C1)Br)Br)OCCO)OCCO 2,2'-[(3,3',5,5'-tetrabromo[1,1'-biphenyl]-2,2'-diyl)bis(oxy)]di(ethan-1-ol)